3-ethyl-7-((6-(4-fluorophenyl)-2,6-diazaspiro[3.3]heptan-2-yl)methyl)quinoxalin-2(1H)-one C(C)C=1C(NC2=CC(=CC=C2N1)CN1CC2(C1)CN(C2)C2=CC=C(C=C2)F)=O